(S)-N-(8-fluoro-2-methylimidazo[1,2-a]pyridin-6-yl)-8-(hexahydropyrazino[2,1-c][1,4]oxazin-8(1H)-yl)quinoxaline-5-carboxamide FC=1C=2N(C=C(C1)NC(=O)C=1C=3N=CC=NC3C(=CC1)N1C[C@H]3COCCN3CC1)C=C(N2)C